FC=1C=C(CC=2C=C3C(=NNC3=CC2)NC(C2=C(C=C(C=C2)N2CCN(CC2)CCOC2=C3C=CN(C3=CC=C2)C2C(NC(CC2)=O)=O)NC2CCOCC2)=O)C=C(C1)F N-(5-(3,5-difluorobenzyl)-1H-indazol-3-yl)-4-(4-(2-((1-(2,6-dioxopiperidin-3-yl)-1H-indol-4-yl)oxy)ethyl)piperazin-1-yl)-2-((tetrahydro-2H-pyran-4-yl)amino)benzamide